5-nitro-2-(prop-2-ylamino)aniline [N+](=O)([O-])C=1C=CC(=C(N)C1)NC(C)C